CC1=NN(C=C1NC1=NC=C(C(=N1)NCCCN1C(CCCC1)=O)C(F)(F)F)C1CCN(CC1)C 1-(3-((2-((3-methyl-1-(1-methylpiperidin-4-yl)-1H-pyrazol-4-yl)amino)-5-(trifluoromethyl)pyrimidin-4-yl)amino)propyl)piperidin-2-one